methyl (R)-6-chloro-3-((1-(5-(4,4-difluoropiperidin-1-yl)-9-methyl-2-(trifluoromethyl)imidazo[1,2-c]quinazolin-7-yl)ethyl)amino)picolinate ClC1=CC=C(C(=N1)C(=O)OC)N[C@H](C)C1=CC(=CC=2C=3N(C(=NC12)N1CCC(CC1)(F)F)C=C(N3)C(F)(F)F)C